heneicosanate C(CCCCCCCCCCCCCCCCCCCC)(=O)[O-]